Naphthalene-1-sulfonyl chloride C1(=CC=CC2=CC=CC=C12)S(=O)(=O)Cl